pyrimidin-4-yl-imidazo[1,2-b]Pyridazine-6-carboxamide N1=CN=C(C=C1)C=1N=C2N(N=C(C=C2)C(=O)N)C1